N-{[3-(methylsulfanyl)-1,2,4-triazin-6-yl]methyl}bicyclo[2.2.2]octane-1-carboxamide CSC=1N=NC(=CN1)CNC(=O)C12CCC(CC1)CC2